OCCCOC[C@H]1[C@H](C1)C(=O)OC(C)(C)C tert-butyl (1S,2R)-2-((3-hydroxypropoxy)methyl)cyclopropane-1-carboxylate